C(C=C)(=O)N1[C@@H](CCC1)C1=NC(=C2N1C(=CN=C2C)C)C2=CC=C(C(=O)NC1=NC=CC=C1)C=C2 (S)-4-(3-(1-acryloylpyrrolidin-2-yl)-5,8-dimethylimidazo[1,5-a]pyrazin-1-yl)-N-(pyridin-2-yl)benzamide